3β-acetoxy-19-(methoxymethyloxy)stigmastan C(C)(=O)O[C@@H]1CC2CC[C@H]3[C@@H]4CC[C@H]([C@@H](CC[C@@H](CC)C(C)C)C)[C@]4(CC[C@@H]3[C@]2(CC1)COCOC)C